BrC=1C=C(NC1)C=C(C#N)CC#N ((4-bromo-1H-pyrrol-2-yl)methylene)succinonitrile